C(C)(C)(C)OC(N[C@@H](CCC(=O)C1CC1)C1=CC=C(C=C1)F)=O (S)-4-cyclopropyl-1-(4-fluorophenyl)-4-oxobutylcarbamic acid t-butyl ester